C(=O)(OC(C)(C)C)N1CCC(CC1)N1CCNCC1 1-Boc-4-piperidylpiperazine